C1[C@H]([C@@H]([C@H](C(O1)O)O)O)O[C@H]2[C@@H]([C@H]([C@@H]([C@H](O2)CO)O)O)O The molecule is a disaccharide consisting of beta-D-glucopyranose and D-xylopyranose residues joined in sequence by a (1->4) glycosidic bond. It derives from a D-xylopyranose and a beta-D-glucose.